C(C1=CC=CC=C1)O[C@@](CCC=C)(C(F)(F)F)C1=NN=C(O1)C1=NC(=C(C=C1N(C(OC(C)(C)C)=O)C(=O)OC(C)(C)C)C(F)(F)F)O[C@@H](CC=C)C tert-Butyl N-[2-[5-[(1R)-1-benzyloxy-1-(trifluoromethyl)pent-4-enyl]-1,3,4-oxadiazol-2-yl]-6-[(1R)-1-methylbut-3-enoxy]-5-(trifluoromethyl)-3-pyridyl]-N-tert-butoxycarbonyl-carbamate